4,4'-diamino-alpha-methyl-stilbene NC1=CC=C(C=C1)C(=CC1=CC=C(C=C1)N)C